7-(oxetan-2-ylmethyl)-7H-imidazo[4,5-c]pyridazine-3-carboxamide O1C(CC1)CN1C=NC2=C1N=NC(=C2)C(=O)N